C1(=CC=CC=C1)C(=O)C=1N(C(=CN1)C1=CC=CC=C1)C1=CC=C(C=C1)C(F)(F)F phenyl(5-phenyl-1-(4-(trifluoromethyl)phenyl)-1H-imidazol-2-yl)methanone